C(C1=CC=CC=C1)N(CCN1N=C(C(=N1)Br)Br)CC1=CC=CC=C1 N,N-dibenzyl-2-(4,5-dibromo-2H-1,2,3-triazol-2-yl)ethan-1-amine